BrC=1C=C2C(=CNC2=CC1F)C=O 5-BROMO-6-FLUOROINDOLE-3-CARBOXALDEHYDE